trimethylolpropane phosphorus [P].C(O)C(CC)(CO)CO